(S)-3-((R)-1-hydroxyethyl)pyrrolidine-1-carboxylic acid tert-butyl ester C(C)(C)(C)OC(=O)N1C[C@H](CC1)[C@@H](C)O